N-(2,2-dimethylpropylideneamino)-4-methyl-benzenesulfonamide CC(C=NNS(=O)(=O)C1=CC=C(C=C1)C)(C)C